O1CC[C@@H](C2=CC=CC=C12)NC(=O)C1=CC2=C(N=C(S2)C=2C=NC=CC2)C=C1 (S)-N-(chroman-4-yl)-2-(pyridin-3-yl)benzo[d]thiazole-6-carboxamide